ClC=1C(N(C=C(N1)Cl)CC1=CC=C(C=C1)OC)=O 3,5-dichloro-1-[(4-methoxyphenyl)methyl]pyrazin-2-one